(3S)-(+)-1-(tert-butoxycarbonyl)-3-aminopyrrolidine C(C)(C)(C)OC(=O)N1C[C@H](CC1)N